N,N'-bis(3-aminopropyl)-1,4-butanediamine tetrahydrochloride C(CCNCCCN)CNCCCN.Cl.Cl.Cl.Cl